C(C)(C)(C)OC(=O)N[C@@H]1CN(CC1)C=1C2=CN(N=C2C(=CC1)C(=O)OC)C methyl 4-[(3S)-3-(tert-butoxycarbonylamino)pyrrolidin-1-yl]-2-methyl-indazole-7-carboxylate